4-benzylmorpholine-2-carboxylic acid C(C1=CC=CC=C1)N1CC(OCC1)C(=O)O